3-[3-chloro-5-(2-nitrophenyl)sulfonyl-4,6,7,8-tetrahydropyrazolo[1,5-a][1,4]diazepine-2-Yl]-5-methyl-1,2,4-oxadiazole ClC=1C(=NN2C1CN(CCC2)S(=O)(=O)C2=C(C=CC=C2)[N+](=O)[O-])C2=NOC(=N2)C